N-[(1R)-1-(6-Methylpyridin-3-yl)ethyl]-3-[(2-methylpyridin-4-yl)oxy]-5-(5-methyl-1,3-thiazol-2-yl)benzamide CC1=CC=C(C=N1)[C@@H](C)NC(C1=CC(=CC(=C1)C=1SC(=CN1)C)OC1=CC(=NC=C1)C)=O